The molecule is a member of the class of aminopyridines that is 2-amino-5-(trifluoromethyl)pyridine in which one of the amino hydrogens is replaced by a 3-chloro-2,6-dinitro-4-(trifluoromethyl)phenyl group. A fungicide used to control grey mould, downy mildew and other fungal pathogens. It has a role as an apoptosis inducer, an allergen, a xenobiotic, an environmental contaminant and an antifungal agrochemical. It is a C-nitro compound, a chloropyridine, an aminopyridine, a secondary amino compound, a member of monochlorobenzenes and a member of (trifluoromethyl)benzenes. C1=C(C=NC(=C1Cl)NC2=C(C=C(C(=C2[N+](=O)[O-])Cl)C(F)(F)F)[N+](=O)[O-])C(F)(F)F